8-(4-(4-((2-(2,6-dioxopiperidin-3-yl)-1-oxoisoindolin-5-yl)methyl)piperazin-1-yl)piperidin-1-yl)-9-ethyl-6,6-dimethyl-11-oxo-6,11-dihydro-5H-benzo[b]carbazole-3-carbonitrile O=C1NC(CCC1N1C(C2=CC=C(C=C2C1)CN1CCN(CC1)C1CCN(CC1)C=1C(=CC2=C(C(C=3NC4=CC(=CC=C4C3C2=O)C#N)(C)C)C1)CC)=O)=O